FC=1C(=NC=C(C1C1=C(C=NC(=C1)C)C(=O)NC=1SC(=NN1)OCC12CCC(CC1)(C2)O)OC)C 3'-fluoro-N-(5-((4-hydroxybicyclo(2.2.1)heptan-1-yl)methoxy)-1,3,4-thiadiazol-2-yl)-5'-methoxy-2',6-dimethyl-(4,4'-bipyridine)-3-carboxamide